FC1=CC=C(C=C1)N(C(=O)C1(CC1)C(=O)N)C1=NC(=NC=C1)NC1=CC=C(C=C1)Br N-(4-fluorophenyl)-N-(2-((4-bromophenyl)amino)pyrimidin-4-yl)cyclopropane-1,1-dicarboxamide